N[C@@H]1[C@@H](OCC12CCN(CC2)C=2C(=NC(=C(N2)C)SC2=C(C(=NC=C2)N2CC(C2)CS(=O)(=O)C)Cl)CO)C (3-((3S,4S)-4-amino-3-methyl-2-oxa-8-azaspiro[4.5]decan-8-yl)-6-(3-chloro-2-(3-(methylsulfonylmethyl)azetidin-1-yl)pyridin-4-ylthio)-5-methylpyrazin-2-yl)methanol